N7-methylguanine CN1C=NC=2N=C(NC(C12)=O)N